C(C=C)(=O)NC1=CC=C(C=C1)N1N=C2C(NN=C(C2=C1C1=CC=C(C(=O)NC2COCCC2)C=C1)N)=O 4-(2-(4-acrylamidophenyl)-4-amino-7-oxo-6,7-dihydro-2H-pyrazolo[3,4-d]pyridazin-3-yl)-N-(tetrahydro-2H-pyran-3-yl)benzamide